O=C1C(=CC=2C(=NC=CN2)N1CC1=NC=C(N=C1)C(F)(F)F)C1CCN(CC1)C(=O)OC(C)(C)C tert-butyl 4-(6-oxo-5-((5-(trifluoromethyl)pyrazin-2-yl)methyl)-5,6-dihydropyrido[2,3-b]pyrazin-7-yl)piperidine-1-carboxylate